Ethyl 6-(5-fluoro-2-((1-(2-oxo-2',4',5',6'-tetrahydrospiro[indoline-3,3'-pyran]-5'-yl)-1H-1,2,3-triazol-4-yl)methoxy)-phenyl)-2-methylnicotinate FC=1C=CC(=C(C1)C1=NC(=C(C(=O)OCC)C=C1)C)OCC=1N=NN(C1)C1CC2(COC1)C(NC1=CC=CC=C12)=O